2-(3-chlorophenyl)-1,4-diphenylbutane-1,4-dione ClC=1C=C(C=CC1)C(C(=O)C1=CC=CC=C1)CC(=O)C1=CC=CC=C1